bromo-1,2-difluoro-6-(methoxymethoxy)naphthalene BrC=1C(=C(C2=CC=C(C=C2C1)OCOC)F)F